FC=1C=C(C#N)C=C(C1)[C@@H]1CC=NN1C(=O)N1CC(C1)OC1=NC(=CC=C1F)C=1N(C=CN1)C (S)-3-fluoro-5-(1-(3-((3-fluoro-6-(1-methyl-1H-imidazol-2-yl)pyridin-2-yl)oxy)azetidine-1-carbonyl)-4,5-dihydro-1H-pyrazol-5-yl)benzonitrile